2-cyclopropyl-7-(difluoromethoxy)-4-(2-methylaminopyridin-4-yl)-2H-indazole C1(CC1)N1N=C2C(=CC=C(C2=C1)C1=CC(=NC=C1)NC)OC(F)F